tert-butyl (5S)-5-(tert-butoxycarbonylamino)-3-oxo-hexanoate C(C)(C)(C)OC(=O)N[C@H](CC(CC(=O)OC(C)(C)C)=O)C